C(C)(C)(C)NCCN(C)C N-tertbutyl-N',N'-dimethylethane-1,2-diamine